(2S)-1-(2-(3-(4-fluorophenyl)-5-isopropyl-2,4-dioxoimidazolidin-1-yl)-5,6-dihydrobenzo[f]imidazo[1,2-d][1,4]oxazepin-9-yl)pyrrolidine-2-carboxamide FC1=CC=C(C=C1)N1C(N(C(C1=O)C(C)C)C=1N=C2N(CCOC3=C2C=CC(=C3)N3[C@@H](CCC3)C(=O)N)C1)=O